(2R,3R,11bR)-3-(tert-butoxy)-9-(cyclopropylmethoxy)-10-methoxy-1,3,4,6,7,11b-hexahydro-2H-pyrido[2,1-a]isoquinolin-2-ol C(C)(C)(C)O[C@H]1[C@@H](C[C@H]2N(CCC3=CC(=C(C=C23)OC)OCC2CC2)C1)O